FC=1C=C(C=CC1N1C(CCC1)=O)C=1C=CC(=NC1)NC1=CC2=C(OC[C@H]3N2C([C@](C3)(C)O)=O)N=C1 (6aS,8R)-2-((5-(3-fluoro-4-(2-oxopyrrolidin-1-yl)phenyl)pyridin-2-yl)amino)-8-hydroxy-8-methyl-6,6a,7,8-tetrahydro-9H-pyrido[2,3-b]pyrrolo[1,2-d][1,4]oxazin-9-one